NC1=CC(=C(C=N1)C(=O)NC1=NC(=CC=C1)CC)OC 6-amino-N-(6-ethyl-2-pyridinyl)-4-methoxy-pyridine-3-carboxamide